FC=1C=2N(C=C(C1)C=1C=C3C=NN(C(C3=CC1)=O)C1CCNCC1)C=C(N2)C 6-[8-fluoro-2-methylimidazo[1,2-a]pyridin-6-yl]-2-(piperidin-4-yl)phthalazin-1-one